COC=1C(=CC2=C(C3CC4=C(CN3CC2)C(=C(C=C4)OC)C(=O)OC)C1)OC 2,3,10-trimethoxy-9-methoxycarbonyl-6,8,13,13a-tetrahydro-5H-dibenzo[a,g]quinolizine